FC1=C(C=C(C=C1)C1=NC=CC=C1C=1C=C2C(=NC=NC2=CC1)OCCCN1C(CCC1)=O)C 1-(3-((6-(2-(4-Fluoro-3-methylphenyl)pyridin-3-yl)quinazolin-4-yl)oxy)propyl)pyrrolidin-2-one